4-[[5-[4-(pentafluoro-lambda6-sulfanyl)phenyl]tetrazol-1-yl]methyl]benzenecarbohydroxamic acid FS(C1=CC=C(C=C1)C1=NN=NN1CC1=CC=C(C=C1)C(=O)NO)(F)(F)(F)F